NC(C)C1(CCN(CC1)C=1C(=NC(=C(N1)C)SC=1C=CC2=CN(N=C2C1Cl)C)CO)C (3-(4-(1-aminoethyl)-4-methylpiperidin-1-yl)-6-((7-chloro-2-methyl-2H-indazol-6-yl)thio)-5-methylpyrazin-2-yl)methanol